[Na+].NCCNC(C(=O)[O-])C aminoethylaminopropionic acid sodium salt